2,3,3,3-tetrafluoro-2-(1,1,2-trifluoroallyloxy)propan-1-ol FC(CO)(C(F)(F)F)OC(C(=C)F)(F)F